O1CCC2=C1C=CC(=C2)S(=O)(=O)N2CC(CC2)C=2C(=CC=1N(C2)N=CN1)C 6-(1-((2,3-dihydrobenzofuran-5-yl)sulfonyl)pyrrolidin-3-yl)-7-methyl-[1,2,4]triazolo[1,5-a]pyridine